C(C1=CC=CC=C1)OC=1C=C2C(=C(N(C2=CC1)CC1=CC=C(OCCCCN2CCN(CC2)C(COC2=C3CN(C(C3=CC=C2)=O)C2C(NC(CC2)=O)=O)=O)C=C1)C1=CC=C(C=C1)OCC1=CC=CC=C1)C 3-(4-(2-(4-(4-(4-((5-(Benzyloxy)-2-(4-(benzyloxy)phenyl)-3-methyl-1H-indol-1-yl)methyl)phenoxy)butyl)piperazin-1-yl)-2-oxoethoxy)-1-oxoisoindolin-2-yl)piperidine-2,6-dione